C(CCC)SN1C(CCCC1(C)C)(C)C 1-butylthio-2,2,6,6-tetramethylpiperidine